C(CCC)B1O[C@H]2[C@@H]([C@H]([C@@H](O1)C2)C\C=C/CCCC(=O)OC(C)C)\C=C\[C@H](COC2=CC(=CC=C2)C(F)(F)F)O (Z)-Isopropyl 7-((1R,5S,6R,7R)-3-butyl-7-((R,E)-3-hydroxy-4-(3-(trifluoromethyl)phenoxy)but-1-en-1-yl)-2,4-dioxa-3-borabicyclo[3.2.1]octan-6-yl)hept-5-enoate